C(CC)P([O-])(=O)CCC.C(CC)P([O-])(=O)CCC.C(CC)P([O-])(=O)CCC.[Fe+3] ferric tris(dipropyl-phosphinate)